7-(3-Oxo-2,8-diazaspiro[4.5]dec-8-yl)-3-oxa-9-azabicyclo[3.3.1]nonane-9-carboxylic acid ethyl ester C(C)OC(=O)N1C2COCC1CC(C2)N2CCC1(CC(NC1)=O)CC2